BenzeneOne C1(CC=CC=C1)=O